rac-(1r,2r,4s,5r,6s)-N-(6-ethoxy-4-(trifluoromethyl)pyridin-2-yl)-6-hydroxy-4-(2-methoxypyridin-4-yl)-8-oxatricyclo[3.2.1.02,4]octane-2-carboxamide C(C)OC1=CC(=CC(=N1)NC(=O)[C@]12[C@H]3C[C@@H]([C@@H]([C@@]2(C1)C1=CC(=NC=C1)OC)O3)O)C(F)(F)F |r|